CC1=C2COC(C2=CC=C1[C@H]1NCCN(C1)CC=1C=NC(=CC1C)N1C=NC(=C1)C)=O (R)-4-methyl-5-(4-((4-methyl-6-(4-methyl-1H-imidazol-1-yl)pyridin-3-yl)methyl)piperazin-2-yl)isobenzofuran-1(3H)-one